C(C)OC(COC1=NC=CC=C1OC1=C(C=C(C(=C1)N1C(N(C(=CC1=O)C(F)(F)F)C)=O)F)Cl)=O (3-[2-chloro-4-fluoro-5-(3-methyl-2,6-dioxo-4-trifluoromethyl-3,6-dihydro-2H-pyrimidin-1-yl)-phenoxy]-pyridin-2-yloxy)-acetic acid ethyl ester